5-Bromo-2-iodo-3-methylphenol BrC=1C=C(C(=C(C1)O)I)C